BrC=1C=CC=2N(C1)C(=CN2)C2=NC(=NC=C2)NC=2C=NC(=CC2)CN2CCC(CC2)N(C)C 4-(6-Bromoimidazo[1,2-a]pyridin-3-yl)-N-(6-((4-(dimethylamino)piperidin-1-yl)methyl)pyridin-3-yl)pyrimidin-2-amine